N-(3-(hydroxymethyl)tetrahydrofuran-3-yl)-2-methyl-5-((4-methylthiazol-5-yl)methoxy)-benzofuran-3-carboxamide OCC1(COCC1)NC(=O)C1=C(OC2=C1C=C(C=C2)OCC2=C(N=CS2)C)C